3-((R)-2-benzyl-3-(N-hydroxycarbamoylamino)propionylamino)-4-phenylbutanoic acid C(C1=CC=CC=C1)[C@@H](C(=O)NC(CC(=O)O)CC1=CC=CC=C1)CNC(NO)=O